CN1N=CC(=C1)C=1N=CC=2N(C1)C(=CN2)C2=CC=CC(=N2)N[C@H]2CNCC2 (R)-6-(6-(1-methyl-1H-pyrazol-4-yl)imidazo[1,2-a]pyrazin-3-yl)-N-(pyrrolidin-3-yl)pyridin-2-amine